diethyl (4-((4-bromo-9H-carbazole-9-yl)methyl)benzyl)phosphonate BrC1=CC=CC=2N(C3=CC=CC=C3C12)CC1=CC=C(CP(OCC)(OCC)=O)C=C1